ClC=1C=2N(C=CN1)C(=CN2)C=2C(=NN(C2)CC#N)C(F)(F)F 2-[4-(8-chloroimidazo[1,2-a]pyrazin-3-yl)-3-(trifluoromethyl)pyrazol-1-yl]acetonitrile